P(=O)(O)(O)OC[C@@H]1[C@H]([C@H]([C@@H](O1)N1C(=O)N=C(N)C=C1)O)O Cytidine-5'-monophosphate